(5R)-3-methyl-2-oxo-1,3-oxazolidin CN1C(OCC1)=O